COC=1C=C2C(=NC(=NC2=CC1)C)SCC(=O)C1=CC=C(S1)CNC(CNC)=O N-((5-(2-((6-methoxy-2-methylquinazolin-4-yl)thio)acetyl)thiophen-2-yl)methyl)-2-(methylamino)acetamide